N-((4-(3-cyclopropyl-1,2,4-oxadiazol-5-yl)bicyclo[2.2.2]octan-1-yl)methyl)-N-(3-(2-cyclopropyloxazol-5-yl)phenyl)tetrahydro-2H-pyran-3-carboxamide C1(CC1)C1=NOC(=N1)C12CCC(CC1)(CC2)CN(C(=O)C2COCCC2)C2=CC(=CC=C2)C2=CN=C(O2)C2CC2